aluminum-lead [Pb].[Al]